BrC=1C=C2C(=NC1)C=C(N2)C(=O)OC methyl 6-bromo-1H-pyrrolo[3,2-b]pyridine-2-carboxylate